OC[C@H](C)N1C=NC2=C(C1=O)C=C(N=C2C=2C=NSC2)C=2C=NSC2 (S)-3-(1-hydroxypropan-2-yl)-6,8-di(isothiazol-4-yl)pyrido[3,4-d]pyrimidin-4(3H)-one